3-Methacryloxypropylmethyl-dimethoxysilan C(C(=C)C)(=O)OCCC[Si](OC)(OC)C